NC=1SC(=C(C1C(=O)OCC)C(=O)OCC)N Diethyl 2,5-diaminothiophene-3,4-dicarboxylate